6-chloro-5-(3-fluoro-2-pyridyl)-3-methyl-7-(trifluoromethyl)-3H-1,4-benzodiazepin-2-amine ClC1=C(C=CC2=C1C(=NC(C(=N2)N)C)C2=NC=CC=C2F)C(F)(F)F